1-[4-[4-[6-chloro-4-(trifluoromethyl)-2-pyridinyl]piperazin-1-yl]sulfonylphenyl]-4-[(1S,4S)-2,5-diazabicyclo[2.2.1]heptan-2-yl]pyrrolidin-2-one ClC1=CC(=CC(=N1)N1CCN(CC1)S(=O)(=O)C1=CC=C(C=C1)N1C(CC(C1)N1[C@@H]2CN[C@H](C1)C2)=O)C(F)(F)F